FC(C1=CC2=C(N=C(N=C2)NC2CCN(CC2)S(=O)(=O)C)N(C1=O)[C@H]1[C@](CCC1)(C)O)F (-)-6-(difluoromethyl)-8-((1R,2R)-2-hydroxy-2-methylcyclopentyl)-2-((1-(methylsulfonyl)piperidin-4-yl)amino)pyrido[2,3-d]pyrimidin-7(8H)-one